C1(=C(C=CC=C1)C=1C=CC=C2C=C(CC12)C)C1=CC=CC=C1 7-([1,1'-biphenyl]-2-yl)-2-methyl-1H-indene